COC1=C(C=C(C=C1)C=COC)C 1-methoxy-4-(2-methoxyvinyl)-2-methylbenzene